3-(4-Phenoxyphenyl)-1-(2-azaspiro[3.5]nonan-7-yl)imidazo[1,5-c]pyrimidin-5-amine O(C1=CC=CC=C1)C1=CC=C(C=C1)C1=NC(=C2N1C(=NC=C2)N)C2CCC1(CNC1)CC2